(1R,4R)-4-(4-(((R)-1-(2-fluoro-3-(Trifluoromethyl)phenyl)ethyl)amino)-7-methoxy-2-methylquinazolin-6-yl)cyclohexane-1-carboxylate FC1=C(C=CC=C1C(F)(F)F)[C@@H](C)NC1=NC(=NC2=CC(=C(C=C12)C1CCC(CC1)C(=O)[O-])OC)C